NC1=NC=2C=CC(=CC2C2=C1COC2)C(=O)N(CC2=NC=C(C=C2)C(F)(F)F)CC(C)(C)C 4-amino-N-(2,2-dimethylpropyl)-N-((5-(trifluoromethyl)-2-pyridinyl)methyl)-1,3-dihydrofuro[3,4-c]quinoline-8-carboxamide